CNC(C(C(C(C(C)O)O)O)O)O (methylamino)hexane-1,2,3,4,5-pentol